methyl (R)-3-[(tert-butyldiphenylsilyl)oxy]-2-methylpropanoate [Si](C1=CC=CC=C1)(C1=CC=CC=C1)(C(C)(C)C)OC[C@H](C(=O)OC)C